2,4-dimethyl-N-(3-(4-morpholino-6-(pyridin-3-yl)thieno[3,2-d]pyrimidin-2-yl)phenyl)Thiazole-5-carboxamide CC=1SC(=C(N1)C)C(=O)NC1=CC(=CC=C1)C=1N=C(C2=C(N1)C=C(S2)C=2C=NC=CC2)N2CCOCC2